bis(2,2,3,3,4,4,5,5-octafluorocyclopentyl) carbonate C(OC1C(C(C(C1(F)F)(F)F)(F)F)(F)F)(OC1C(C(C(C1(F)F)(F)F)(F)F)(F)F)=O